4-[1-(9-chloro-6-fluoro-[1,2,4]triazolo[4,3-a]quinazolin-5-yl)-3,5-dihydro-2H-4,1-benzoxazepin-6-yl]-2-methyl-but-3-yn-2-ol ClC=1C=CC(=C2C(=NC=3N(C12)C=NN3)N3CCOCC1=C3C=CC=C1C#CC(C)(O)C)F